COC1=CC(=C2NC=C(CCN(CC)C)C2=C1)F 5-Methoxy-7-fluoro-N-methyl-N-ethyltryptamine